COCCC1(NC(=NC(=N1)NC1=CC=CC=C1)C1=NOC(=N1)C=1C=NC(=CC1)OCC(F)(F)F)N 2-(2-methoxyethyl)-N4-phenyl-6-[5-[6-(2,2,2-trifluoroethoxy)-3-pyridinyl]-1,2,4-oxadiazol-3-yl]1,3,5-triazine-2,4-diamine